n-butyl-tris(butoxy)tin C(CCC)[Sn](OCCCC)(OCCCC)OCCCC